OCC(C[NH3+])O 1,2-dihydroxyl-3-propyl-ammonium